C(C)(C)(C)NS(=O)(=O)C1=CC(=CC=C1)NC1=NC(=NC=C1C)NC1=CC=C(C=C1)N1CCC(CC1)N1CCN(CC1)CC1=CC=C(C=C1)C1C(NC(CC1)=O)=O N-(tert-butyl)-3-((2-((4-(4-(4-(4-(2,6-dioxopiperidin-3-yl)benzyl)piperazin-1-yl)piperidin-1-yl)phenyl)amino)-5-methylpyrimidin-4-yl)amino)benzenesulfonamide